CC1=NC(=CC(=C1)C1=C(C2=NC=3CN(CCC3C=C2N1C(=O)[O-])C(=O)[O-])C1CCOCC1)C 2-(2,6-dimethylpyridin-4-yl)-3-(tetrahydro-2H-pyran-4-yl)-7,8-dihydro-1H-pyrrolo[3,2-b][1,7]naphthyridine-1,6(5H)-dicarboxylate